N1CCC(CC1)C(=O)Cl 4-piperidineformyl chloride